(RS)-3-Methyl-N-(4-(morpholin-2-yl)phenyl)benzamide hydrochloride Cl.CC=1C=C(C(=O)NC2=CC=C(C=C2)[C@@H]2CNCCO2)C=CC1 |r|